P(O)(=O)(OP(=O)(O)OP(=O)(O)O)OCC1=C[C@H]([C@@H](O1)N1C(=O)NC(=O)C=C1)O 3'-deoxy-3',4'-didehydrouridine triphosphate